C1(=NC=CC2=CC=CC=C12)N(CCC#N)C1=CC=CC=C1 3-(isoquinolin-1-yl-(phenyl)amino)propionitrile